NCCOCCNC(OC(C)(C)C)=O tert-butyl N-[2-(2-aminoethoxy)-ethyl]carbamate